2-amino-3-cyano-4-(2-bromo-4-thiazolyl)-6-methyl-4H-pyran-5-carboxylic acid methyl ester COC(=O)C=1C(C(=C(OC1C)N)C#N)C=1N=C(SC1)Br